Bis-(3-amino-4-dimethylamino-phenyl)-methanone NC=1C=C(C=CC1N(C)C)C(=O)C1=CC(=C(C=C1)N(C)C)N